N1(C=NC=C1)C1CC(C1)N1C=C(C(=CC1=O)C(=O)N(NC(=O)OC(C)(C)C)C)C(=O)OC(C)(C)C tert-butyl 1-((1r,3r)-3-(1H-imidazol-1-yl)cyclobutyl)-4-(2-(tert-butoxycarbonyl)-1-methylhydrazine-1-carbonyl)-6-oxo-1,6-dihydropyridine-3-carboxylate